BrC=1C=C(C=C2C3=C(N(C12)CC)C=NC=C3)Cl 8-bromo-6-chloro-9-ethyl-pyrido[3,4-b]indole